C(C1=CC=CC=C1)(C1=CC=CC=C1)(C1=CC=CC=C1)OC[C@@H](CCCCCCCCCCCCCCCC)O (2R)-1-trityloxy-octadecan-2-ol